2-((1r,2r)-1-(2-cyano-5-(dimethylcarbamoyl)phenyl)-1-phenylpropan-2-yl)-5-hydroxy-N-(isoxazol-4-yl)-1-methyl-6-oxo-1,6-dihydropyrimidine-4-carboxamide C(#N)C1=C(C=C(C=C1)C(N(C)C)=O)[C@H]([C@@H](C)C=1N(C(C(=C(N1)C(=O)NC=1C=NOC1)O)=O)C)C1=CC=CC=C1